(S)-(3-(1-amino-1,3-dihydrospiro[indene-2,4'-piperidine]-1'-yl)-6-(3-(3-methoxyphenoxy)prop-1-yn-1-yl)pyrazin-2-yl)methanol N[C@@H]1C2=CC=CC=C2CC12CCN(CC2)C=2C(=NC(=CN2)C#CCOC2=CC(=CC=C2)OC)CO